4-methoxy-N-(2-(4-methoxyphenyl)-2-(1H-pyrazol-1-yl)ethyl)benzamide COC1=CC=C(C(=O)NCC(N2N=CC=C2)C2=CC=C(C=C2)OC)C=C1